[Ni+2].[Na+].[Na+] disodium nickel (II) salt